1-Ethyl-3-propylpiperidinium methansulfonat CS(=O)(=O)[O-].C(C)[NH+]1CC(CCC1)CCC